2-(3'-tert-butyl-5'-[2-(2-ethylhexyl-oxy)carbonylethyl]-2'-hydroxyphenyl)-5-chlorobenzotriazole C(C)(C)(C)C=1C(=C(C=C(C1)CCC(=O)OCC(CCCC)CC)N1N=C2C(=N1)C=CC(=C2)Cl)O